C(C)(C)(C)OC(=O)N1C[C@H]2[C@H](C1)CCOC2 |o1:9,10| rel-trans-(3aR,7aR)-2-(tert-butoxycarbonyl)hexahydropyrano[3,4-c]pyrrole